FC1(CCC(CC1)NC(C1=NC(=CC(=C1)C)N1C=NC=C1)=O)F N-(4,4-difluorocyclohexyl)-6-(1H-imidazol-1-yl)-4-methylpicolinamide